benzyl 2-(benzyloxy)-4-(2,2,2-trifluoro-N-(4-(tetrahydrofuran-3-yl)benzyl)acetamido)benzoate C(C1=CC=CC=C1)OC1=C(C(=O)OCC2=CC=CC=C2)C=CC(=C1)N(C(C(F)(F)F)=O)CC1=CC=C(C=C1)C1COCC1